ClC1=NC=C(C(=C1)C1=C(C=NC(=C1)C)C(=O)NC=1SC2=C(N1)CN(C2)C(=O)[C@@H]2COCC2)OC (S)-2'-Chloro-5'-methoxy-6-methyl-N-(5-(tetrahydrofuran-3-carbonyl)-5,6-dihydro-4H-pyrrolo[3,4-d]thiazol-2-yl)-[4,4'-bipyridine]-3-carboxamide